BrC1=CC2=C(N=C(C=3N(C2)C=C(C3)C3=CC=C(C=C3)F)Cl)C=C1 7-bromo-11-chloro-2-(4-fluorophenyl)-5H-benzo[e]pyrrolo[1,2-a][1,4]diazepine